C(C(=C)C)(=O)O.[SiH4].[SiH4] bis-silane methacrylate